NC1=C(C(=NC(=N1)N1CCC2(CC1)[C@@H](C1=C(C=NC=C1)C2)N)C(=O)N)C2=C(C(=CC=C2)Cl)Cl 6-amino-2-((S)-5-amino-5,7-dihydrospiro[cyclopenta[c]pyridine-6,4'-piperidine]-1'-yl)-5-(2,3-dichlorophenyl)pyrimidine-4-carboxamide